[Na].ClC=1C=C(C=C(C1)C(C)C)NC(NS(N(C1CN(CCC1)C)C=1C=NN(C1)C)(=O)=O)=O 3-[3-chloro-5-(propan-2-yl)phenyl]-1-[(1-methyl-1H-pyrazol-4-yl)(1-methylpiperidin-3-yl)sulfamoyl]urea sodium salt